FC(C=1C=C(OC2=CC(=CC=C2)OC2=CC(=C(C=C2)N)C(F)(F)F)C=CC1N)(F)F 1,3-Bis(3-trifluoromethyl-4-aminophenoxy)benzene